C1=CC=C(C=C1)C(=O)N(C2=CC=CC=C2)O N-Benzoyl-N-Phenylhydroxylamine